[Cl-].C(CCCCCCCCCCCCCCCCC)(=O)OCC[N+](C)(C)CCOC(CCCCCCCCCCCCCCCCC)=O N,N-bis(stearoyl-oxy-ethyl)-N,N-dimethyl-ammonium chloride